4-methoxy-N-((1R,3S)-3-((2-(trifluoromethyl)quinolin-5-yl)amino)cyclohexyl)benzamide disodium [Na].[Na].COC1=CC=C(C(=O)N[C@H]2C[C@H](CCC2)NC2=C3C=CC(=NC3=CC=C2)C(F)(F)F)C=C1